hexanate C(CCCCC)(=O)[O-]